O(CCC=1C(=C(C=O)C=C(C1)OC)[N+](=O)[O-])CCC=1C(=C(C=O)C=C(C1)OC)[N+](=O)[O-] (oxybis(ethane-2,1-diyl))bis(5-methoxy-2-nitrobenzaldehyde)